2-(4-(pyrazolo[1,5-a]pyridin-6-yl)-1H-imidazol-1-yl)ethan-1-ol N1=CC=C2N1C=C(C=C2)C=2N=CN(C2)CCO